N-((1S)-1-cyclohexyl-2-((2-(5-ethyl-2-oxotetrahydropyrimidin-1(2H)-yl)-2-(methylcarbamoyl)-2,3-dihydro-1H-inden-5-yl)amino)-2-oxoethyl)-1-methyl-1H-pyrazole-5-carboxamide C1(CCCCC1)[C@@H](C(=O)NC=1C=C2CC(CC2=CC1)(C(NC)=O)N1C(NCC(C1)CC)=O)NC(=O)C1=CC=NN1C